N1C=C(C2=CC=CC=C12)C(C=1N=C(SC1)C1=CC=CC=C1)C1=CNC2=CC=CC=C12 4-(bis(1H-indol-3-yl)methyl)-2-phenylthiazole